N1C(=CC2=CC=CC=C12)C1=C(NC2=CC=CC=C12)C=1NC2=CC=CC=C2C1 bis-indolyl-indole